N-(tert-butoxycarbonyl)-L-alanyl-N-methyl-L-alanine C(C)(C)(C)OC(=O)N[C@@H](C)C(=O)N([C@@H](C)C(=O)O)C